FC(CC1=CC2=C(S1)[C@@]1(C[C@@H](N(CC1)CC1CC(C1)N)C)OCC2)F 3-[[(2'S,7R)-2-(2,2-difluoroethyl)-2'-methyl-spiro[4,5-dihydrothieno[2,3-c]pyran-7,4'-piperidine]-1'-yl]methyl]cyclobutanamine